tert-butyl 4-{[4-(trifluoromethoxy)phenyl]Amino}piperidine-1-carboxylate FC(OC1=CC=C(C=C1)NC1CCN(CC1)C(=O)OC(C)(C)C)(F)F